2-methoxy-5-(phenylamino)benzoic acid COC1=C(C(=O)O)C=C(C=C1)NC1=CC=CC=C1